C(CCCCCCC)NS(=O)(=O)C1=C(C=CC=C1)C methylbenzenesulfonic acid-n-octyl amide